C1(=CC=CC=C1)NC1=CC(=CC=C1)C(F)(F)F N-phenyl-3-(trifluoromethyl)aniline